C(C)(C)(C)OC(=O)NC(C(=O)O)C1=CC=C(C=C1)C(=O)OC 2-((tert-Butoxycarbonyl)amino)-2-(4-(methoxycarbonyl)phenyl)acetic acid